CN(C1=CC=C(C=N1)C=1N(C2=C(N1)CN(C2=O)C2=NN(C=C2)CCF)C)C 2-(6-(dimethylamino)pyridin-3-yl)-5-(1-(2-fluoroethyl)-1H-pyrazol-3-yl)-3-methyl-5,6-dihydropyrrolo[3,4-d]imidazol-4(3H)-one